thiomorpholin-2-yl-methanol N1CC(SCC1)CO